CC1=NOC(=C1C=1C=C2C(=NC1)N(C=C2C=2C=C(C(=O)O)C=CC2)CC2=NC=CC=C2)C 3-(5-(3,5-dimethylisoxazol-4-yl)-1-(pyridin-2-ylmethyl)-1H-pyrrolo[2,3-b]pyridin-3-yl)benzoic acid